CN1CCC(CC1)C1=CC=C(C=C1)B(O)O [4-(1-methylpiperidin-4-yl)phenyl]boronic acid